2-(3-bromoisoxazol-5-yl)-3-methylbutanoic acid BrC1=NOC(=C1)C(C(=O)O)C(C)C